FC(C1=CC=C(C=C1)C(=O)C=1C=NC=CC1C=1N=NNC1)(F)F 1-(4-(trifluoromethyl)phenyl)(4-(1,2,3-triazolyl)(3-pyridinyl)methanone)